S1C=CC2=C1C=1N=C3C=4C(=CC=C3C1S2)C2=C(N4)C4=C(S2)C=CS4 thieno[2'',3'':4',5']thieno[2',3':4,5]pyrrolo[3,2-g]thieno[2',3':4,5]thieno[3,2-b]indole